BrC1=CC(=C(C(=O)N2COC3=C(C2)C=CC=C3C3=CC(=C(C(=O)O)C=C3F)N3C2COCC3CC2)C(=C1)Cl)Cl 4-[3-(4-bromo-2,6-dichlorobenzoyl)-2,4-dihydro-1,3-benzoxazin-8-yl]-5-fluoro-2-(3-oxa-8-azabicyclo[3.2.1]oct-8-yl)benzoic acid